C(C)OC1=C(C(O)=CC=C1)O 3-Ethoxycatechol